NC=1C2=C(N=CN1)N(C(=C2C2=CC=CC=1OC(OC12)(F)F)C#CC1CN(C1)[C@@H]1[C@@H](CN(CC1)C(C=C)=O)O)C 1-((3R,4S)-4-(3-((4-amino-5-(2,2-difluorobenzo[d][1,3]dioxol-4-yl)-7-methyl-7H-pyrrolo[2,3-d]pyrimidin-6-yl)ethynyl)azetidin-1-yl)-3-hydroxypiperidin-1-yl)prop-2-en-1-one